O=C(C(C)NC(CCCC1=NC=CC=C1)=O)N1CCCC1 N-(1-Oxo-1-(pyrrolidin-1-yl)propan-2-yl)-4-(pyridin-2-yl)butanamide